2-Methyl-N-(5-(3-(4-methyl-5-oxo-4,5-dihydro-1,3,4-oxadiazol-2-yl)-5-(trifluoromethyl)-1H-pyrazol-1-yl)pyridin-2-yl)benzamide CC1=C(C(=O)NC2=NC=C(C=C2)N2N=C(C=C2C(F)(F)F)C=2OC(N(N2)C)=O)C=CC=C1